methyl-(Z)-N-tert-butoxycarbonylpyridine CC1N(C=CC=C1)C(=O)OC(C)(C)C